1-N'-[5-chloro-6-[7-methoxy-6-(1,3-oxazol-2-yl)quinolin-4-yl]oxy-pyridin-3-yl]-1-N-(4-fluorophenyl)cyclopropane-1,1-dicarboxamide ClC=1C=C(C=NC1OC1=CC=NC2=CC(=C(C=C12)C=1OC=CN1)OC)NC(=O)C1(CC1)C(=O)NC1=CC=C(C=C1)F